C(C1=CC=CC=C1)N1N=C(C(=C1C)Cl)C(=O)N[C@@H]1C(N(C2=C(OC1)C=CC=C2)C)=O (S)-1-benzyl-4-chloro-5-methyl-N-(5-methyl-4-oxo-2,3,4,5-tetrahydrobenzo[b][1,4]oxazepin-3-yl)-1H-pyrazole-3-carboxamide